COCCC(=O)N1CCN(CC1)C=1C=C(C=NC1)NC1=CC=C(C=N1)C1=CC=C(C=C1)N1C(CCC1)=O 1-(4-(6-((5-(4-(3-methoxypropanoyl)piperazin-1-yl)pyridin-3-yl)amino)pyridin-3-yl)phenyl)pyrrolidin-2-one